N-hydroxy-4-(4-(4-(3-hydroxypropan-1-yn-1-yl)phenyl)-3,6-dihydropyridin-1(2H)-yl)-2-methyl-2-(methylsulfonyl)butanamide ONC(C(CCN1CCC(=CC1)C1=CC=C(C=C1)C#CCO)(S(=O)(=O)C)C)=O